O=C([13C](=O)OCC#CC(=O)O)C 4-((2-oxopropionyl-1-13C)oxy)but-2-ynoic acid